The molecule is a divalent inorganic anion obtained by removal of both protons from phosphonic acid It is a phosphorus oxoanion and a divalent inorganic anion. It is a conjugate base of a phosphonate(1-). [O-]P(=O)=O